3,4-dihydro-1,8-naphthyridine-1,6(2H)-dicarboxylic acid 1-(tert-butyl) ester 6-methyl ester COC(=O)C=1C=C2CCCN(C2=NC1)C(=O)OC(C)(C)C